FC=1C(=NC(=NC1)N[C@@H]1C[C@H]2CO[C@@H]([C@H]1O)O2)C=2C=C1C(=C(C=NC1=C(C2)F)C(C)(C)O)C (1S,3R,4S,5R)-3-((5-fluoro-4-(8-fluoro-3-(2-hydroxypropan-2-yl)-4-methylquinolin-6-yl)pyrimidin-2-yl)amino)-6,8-dioxabicyclo[3.2.1]octan-4-ol